C1(CC1)OC=1C(=NC=CC1)C=1C=NC=CC1CO Cyclopropoxy-4'-(hydroxymethyl)-[2,3'-bipyridine]